B(F)(F)F.N ammonia trifluoroborate